Methyl 5-bromo-4-nitrothiophene-2-carboxylate BrC1=C(C=C(S1)C(=O)OC)[N+](=O)[O-]